1,1-bis(4-hydroxyphenyl)-n-butane OC1=CC=C(C=C1)C(CCC)C1=CC=C(C=C1)O